methyl (2-methoxy-5,8-dihydro-6H-pyrano[3,4-b]pyridin-5-yl)(methyl)carbamate COC1=CC=C2C(=N1)COCC2N(C(OC)=O)C